S1C(=NC2=C1C=CC=C2)SN 2-benzothiazolesulfenamide